2-(2-((3R,4R)-3-Amino-4-fluoropiperidin-1-yl)-5,6-difluoro-1H-benzo[d]imidazol-1-yl)-1-(4-(azepan-1-carbonyl)piperidin-1-yl)ethan-1-on N[C@@H]1CN(CC[C@H]1F)C1=NC2=C(N1CC(=O)N1CCC(CC1)C(=O)N1CCCCCC1)C=C(C(=C2)F)F